4-methyl-N-[4-[[4-[[2-(6-methyl-2-pyridyl)pyrimidin-4-yl]amino]pyrimidin-2-yl]amino]phenyl]piperazine-1-sulfonamide CN1CCN(CC1)S(=O)(=O)NC1=CC=C(C=C1)NC1=NC=CC(=N1)NC1=NC(=NC=C1)C1=NC(=CC=C1)C